1-[6-[3-(dimethylamino)azetidin-1-yl]Pyridin-3-yl]-4-oxo-1,8-naphthyridine-3-carboxylic acid CN(C1CN(C1)C1=CC=C(C=N1)N1C=C(C(C2=CC=CN=C12)=O)C(=O)O)C